Racemic-6-chloro-8-((3aR,6aS)-4,4-dimethyl-5-(methylsulfonyl)hexa-hydropyrrolo[3,4-c]pyrrol-2(1H)-yl)imidazo[1,5-a]pyridine ClC=1C=C(C=2N(C1)C=NC2)N2C[C@H]1CN(C([C@H]1C2)(C)C)S(=O)(=O)C |r|